N1=C(C=C2N1C=CC=C2)[C@H]2N(CCC1=C2N=CN1)C1=NC=CC=C1 (S)-4-(pyrazolo[1,5-a]pyridin-2-yl)-5-(pyridin-2-yl)-4,5,6,7-tetrahydro-1H-imidazo[4,5-c]pyridine